C(C1=CC=CC=C1)OC1=C(C=C(CNC2=CC=CC=C2)C=C1)OC N-(4-(benzyloxy)-3-methoxybenzyl)aniline